ClC1=C(C=C2C=CN(C(C2=C1)=O)C)C(F)(F)F 7-chloro-2-methyl-6-(trifluoromethyl)isoquinolin-1(2H)-one